((1-methoxycyclopropyl)methyl)-5-(5-(trifluoromethyl)-1,2,4-oxadiazol-3-yl)pyridinecarbaldehyde COC1(CC1)CC=1C(=NC=C(C1)C1=NOC(=N1)C(F)(F)F)C=O